CN1N=C(C=C1)C=1C=C(C=CC1)C[C@@H]1C=2C(N(C=NC2CC[C@@H]1NS(=O)(=O)C)C(C)C)=O |r| rac-N-[(5R,6S)-5-{[3-(1-methyl-1H-pyrazol-3-yl)phenyl]methyl}-4-oxo-3-(propan-2-yl)-3,4,5,6,7,8-hexahydroquinazolin-6-yl]methanesulfonamide